ClC=1C(=NC(=NC1)N[C@H]1CN(CCC1)C(=O)OC(C)(C)C)C1=CNC2=CC=CC=C12 tert-butyl (3R)-3-[[5-chloro-4-(1H-indol-3-yl) pyrimidin-2-yl]amino]piperidine-1-carboxylate